ClC1=CC=CC(=N1)C1=C(N=C(S1)COCC(C)(O)C)C 1-[[5-(6-chloro-2-pyridinyl)-4-methyl-thiazol-2-yl]methoxy]-2-methyl-propan-2-ol